2-(3-tert-butyl-2-hydroxy-5-methylphenyl)-5-chloro-2H-benzotriazol C(C)(C)(C)C=1C(=C(C=C(C1)C)N1N=C2C(=N1)C=CC(=C2)Cl)O